CC=1C(C2=CC=CC(=C2C1)C(C)(C)C)[Hf]C1C(=CC2=C(C=CC=C12)C(C)(C)C)C bis(2-methyl-4-t-butylinden-1-yl)hafnium